4-(((R)-1-((2R,4R)-4-hydroxy-2-((4-(4-methylthiazol-5-yl)benzyl)carbamoyl)pyrrolidin-1-yl)-3,3-dimethyl-1-oxobutan-2-yl)amino)-4-oxobutanoic acid O[C@@H]1C[C@@H](N(C1)C([C@@H](C(C)(C)C)NC(CCC(=O)O)=O)=O)C(NCC1=CC=C(C=C1)C1=C(N=CS1)C)=O